O1C=C(C2=C1C=CC=C2)C[C@H](NC(=O)NCCC2=CC(=CC=C2)C=C(C(=O)N(C2CCOCC2)CC)C#N)B(O)O (R)-(2-(benzofuran-3-yl)-1-(3-(3-(2-cyano-3-(ethyl(tetrahydro-2H-pyran-4-yl)amino)-3-oxoprop-1-en-1-yl)phenethyl)ureido)ethyl)boronic acid